N1N=NC=C1.C(C)N(CCCN)CC 3-diethylaminopropylamine-1,2,3-triazole salt